C(C1=CC=CC=C1)OC1=CC(=C(C=2CCOC21)I)C=O 7-(benzyloxy)-4-iodo-2,3-dihydrobenzofuran-5-carbaldehyde